P.[C].[C].[C].[C].[C] pentacarbon phosphine salt